F[C@@H]1C[C@@]2(CCCN2C1)COC=1N=C(C2=C(N1)N=C(C=C2)C2=CN=CC=1CCCCC21)N2C(CNCC2)CC#N 2-(((((2R,7aS)-2-fluorotetrahydro-1H-pyrrolizin-7a(5H)-yl)methoxy)-7-(5,6,7,8-tetrahydroisoquinolin-4-yl)pyridino[2,3-d]pyrimidin-4-yl)piperazin-2-yl)acetonitrile